C1(CC1)C=1N=C(C(=NC1C1=NC2=C(C=NC=C2)N1C)C(=O)N)NC=1C(=NN(C1)C1CCOCC1)C 5-Cyclopropyl-6-(3-methylimidazo[4,5-c]pyridin-2-yl)-3-[(3-methyl-1-tetrahydropyran-4-yl-pyrazol-4-yl)amino]pyrazine-2-carboxamide